1-((1H-indol-4-yl)methyl)-N5-(2-cyclopropylethyl)-N3-methyl-2-oxo-1,2-dihydropyridine-3,5-dicarboxamide N1C=CC2=C(C=CC=C12)CN1C(C(=CC(=C1)C(=O)NCCC1CC1)C(=O)NC)=O